C(C)(C)(C)OC(=O)[C@@H]1[C@@](C1)(C)CCCCCO |r| rac-(1S,2S)-2-(5-hydroxypentyl)-2-methylcyclopropane-1-carboxylic acid tert-butyl ester